N-[2-(benzyloxy)-5-chlorobenzyl]-N-(3-PYRIDINYLMETHYL)amine C(C1=CC=CC=C1)OC1=C(CNCC=2C=NC=CC2)C=C(C=C1)Cl